CC=1C(NC(NC1)=S)=O 5-Methyl-2-thio-uracil